CN1C=CC2=CC=C(C=C12)C=1C=C(C=C2N=CC=NC12)NC=1CN(C=CC1)C1CN(CC1)C 3-{[8-(1-methyl-1H-indol-6-yl)quinoxalin-6-yl]amino}-N-(1-methylpyrrolidin-3-yl)pyridine